FC1=C(C(=O)C2=C(SC=3OCCCCC32)NC(CNC(OC(C)(C)C)=O)=O)C(=CC=C1)F tert-butyl (2-((6-(2,6-difluorobenzoyl)-2,3,4,5-tetrahydrothieno[2,3-b]oxepin-7-yl)amino)-2-oxoethyl)carbamate